(2R,3R)-3-((5-methyl-6-((5-(oxetan-3-yl)-1H-pyrazol-3-yl)amino)pyrazin-2-yl)oxy)pentan-2-ol CC=1N=CC(=NC1NC1=NNC(=C1)C1COC1)O[C@@H]([C@@H](C)O)CC